(3S,4r,5R)-1-(4-(cyclopropylmethoxy)-2,6-difluorophenethyl)piperidine-3,4,5-triol C1(CC1)COC1=CC(=C(CCN2C[C@@H](C([C@@H](C2)O)O)O)C(=C1)F)F